4-((1R,5S)-3,8-diazabicyclo[3.2.1]octan-3-yl)-7-(8-ethynyl-7-fluoronaphthalen-1-yl)-8-fluoro-2-((2-fluorotetrahydro-1H-pyrrolizin-7a(5H)-yl)ethynyl)pyrido[4,3-d]pyrimidine [C@H]12CN(C[C@H](CC1)N2)C=2C1=C(N=C(N2)C#CC23CCCN3CC(C2)F)C(=C(N=C1)C1=CC=CC2=CC=C(C(=C12)C#C)F)F